ClS(=O)(=O)OCC(C(=O)OCC1=CC=CC=C1)(C)C benzyl 3-((chlorosulfonyl) oxy)-2,2-dimethylpropionate